CC1CC(C1)(C1=NN=CN1C)C=1C=C(N)C=CC1 3-((1r,3r)-3-methyl-1-(4-methyl-4H-1,2,4-triazol-3-yl)cyclobutyl)aniline